C(C)(C)(C)OC(=O)N1CC(CCC1)N(C(=O)NCC1=CC2=CC=CC=C2C=C1F)C1CC1 3-(1-cyclopropyl-3-((3-fluoronaphthalen-2-yl)methyl)ureido)piperidine-1-carboxylic acid tert-butyl ester